2,5-dioxopyrrolidin-1-yl (E)-2-(1,2-dihydroxycyclooct-3-en-1-yl)acetate OC1(C(\C=C\CCCC1)O)CC(=O)ON1C(CCC1=O)=O